N-(4-aminophenyl)-N-(2-(dimethylamino)ethyl)methanesulfonamide NC1=CC=C(C=C1)N(S(=O)(=O)C)CCN(C)C